(1s,4s)-4-(3-Chloroanilino)-2'-{3-[(pyridin-4-yl)methoxy]phenyl}spiro[cyclohexane-1,1'-indene]-4-carboxylic acid ClC=1C=C(NC2(CCC3(C(=CC4=CC=CC=C34)C3=CC(=CC=C3)OCC3=CC=NC=C3)CC2)C(=O)O)C=CC1